Tert-butyl (1-(6-chloro-4-cyanopyridin-2-yl)piperidin-4-yl)carbamate ClC1=CC(=CC(=N1)N1CCC(CC1)NC(OC(C)(C)C)=O)C#N